imino-2-(2-fluoroethyl)-1,2,4-triazine N=C1N(N=CC=N1)CCF